BrC1=CC2=C(N=C(N=C2N[C@H](C)C2=C(C(=CC=C2)C(F)(F)F)C)C(F)F)C=N1 6-bromo-2-(difluoromethyl)-N-{(1R)-1-[2-methyl-3-(trifluoromethyl)phenyl]ethyl}pyrido[3,4-d]pyrimidin-4-amine